(1S,3S)-3-((6-(5-(((N-butyl-N-methyl-sulfamoyl)(methyl)amino)methyl)-1-methyl-1H-1,2,3-triazol-4-yl)-2-methylpyridin-3-yl)oxy)cyclohexane-1-carboxylic acid C(CCC)N(S(=O)(=O)N(C)CC1=C(N=NN1C)C1=CC=C(C(=N1)C)O[C@@H]1C[C@H](CCC1)C(=O)O)C